C1(=CC=CC=C1)S(=O)OC(C)(C)C.[Na] sodium tert-butyl benzenesulfinate